S-ethyl 1-{[(4,5-dibromo-3-iodo-2-thienyl)carbonyl]amino}cyclopropanecarbothioate BrC=1C(=C(SC1Br)C(=O)NC1(CC1)C(SCC)=O)I